NC1=C(C=C(N=N1)C1=C(C=CC=C1)O)N1CC(CC1)C1=CC=CC=C1 2-[6-amino-5-(3-phenylpyrrolidin-1-yl)pyridazin-3-yl]phenol